(R)-4-cyclobutyl-2-(3-(1-(4-methyl-4H-1,2,4-triazol-3-yl)propan-2-yl)phenyl)-2,3-dihydropyrrolo[3,4-c]pyridin-1-one C1(CCC1)C1=NC=CC2=C1CN(C2=O)C2=CC(=CC=C2)[C@@H](CC2=NN=CN2C)C